ethyl (4-(5-(trifluoromethyl)-1,3,4-oxadiazol-2-yl)benzyl)phosphonochloridate FC(C1=NN=C(O1)C1=CC=C(CP(OCC)(=O)Cl)C=C1)(F)F